O=C1C(=C(C=NN1)NC(C=N)C)C(F)(F)F (2-((6-oxo-5-(trifluoromethyl)-1,6-dihydropyridazin-4-yl)amino)propylidene)ammonia